ClC=1N=C(C2=C(N1)C(=C(N=C2)Cl)F)N2CC(CC(C2)(F)F)NC(OC(C)(C)C)=O tert-Butyl (1-(2,7-dichloro-8-fluoropyrido[4,3-d]pyrimidin-4-yl)-5,5-difluoropiperidin-3-yl)carbamate